(±)-N-(5,6-Dihydro-4H-benzo[f]imidazo[1,2-a]azepin-4-yl)-1-(2-fluorobenzyl)-1H-1,2,4-triazole-3-carboxamide C1=CN=C2N1C1=C(CC[C@H]2NC(=O)C2=NN(C=N2)CC2=C(C=CC=C2)F)C=CC=C1 |r|